2-(anthracen-9-yl)dibenzo-furan C1=CC=CC2=CC3=CC=CC=C3C(=C12)C1=CC2=C(OC3=C2C=CC=C3)C=C1